hexafluoroisopropyl methacrylate CC(=C)C(=O)OC(C(F)(F)F)C(F)(F)F